C(C)(C)(CC(C)(C)C)C(CCC1=C(C=C(C(=C1)O)N1N=C2C(=N1)C=CC(=C2)Cl)CCC(=O)[O-])C 3-[3-tert-Octyl butyl-5-(5-chloro-2H-benzotriazol-2-yl)-4-hydroxyphenyl]propionate